trans-4-[[3-fluoro-5-(hydroxymethyl)phenyl]methyl]cyclohexanecarboxylic acid FC=1C=C(C=C(C1)CO)C[C@@H]1CC[C@H](CC1)C(=O)O